C1(NC(C2=C1C1=C3C=4N(C5CCC(N3C=3C=CC=CC31)O5)C5=CC=CC=C5C24)=O)=O 9,10,11,12-Tetrahydro-9,12-epoxy-1H-diindolo[1,2,3-fg:3',2',1'-kl]pyrrolo[3,4-i][1,6]benzodiazocine-1,3(2H)dione